3-(((S)-1-(2-((S)-1-(2,2-difluorobenzo[d][1,3]dioxol-5-yl)ethoxy)pyridine-4-yl)-3-(trifluoromethyl)-4,5,6,7-tetrahydro-1H-indazol-7-yl)oxy)bicyclo[1.1.1]pentane-1-carboxylic acid FC1(OC2=C(O1)C=CC(=C2)[C@H](C)OC2=NC=CC(=C2)N2N=C(C=1CCC[C@@H](C21)OC21CC(C2)(C1)C(=O)O)C(F)(F)F)F